C1(=CC=CC=C1)C#CC1=CC=C(CO)C=C1 4-(phenylethynyl)benzyl alcohol